N-tert-butyl-3-(2-(4-morpholinophenylamino)thieno[3,2-d]pyrimidin-7-yl)benzenesulfonamide C(C)(C)(C)NS(=O)(=O)C1=CC(=CC=C1)C1=CSC2=C1N=C(N=C2)NC2=CC=C(C=C2)N2CCOCC2